FC1=C2C=CNC2=CC(=C1OC=1C(=CC(=C(C1)C1=CC=C(N)C=C1)F)NC)F 5-((4,6-difluoro-1H-indol-5-yl)oxy)-2-fluoro-N-methylbenzidine